((r,4r)-4-(3-chloro-4-cyanophenoxy)cyclohexyl)pyridazine-3-formamide ClC=1C=C(OC2CCC(CC2)C2=C(N=NC=C2)C(=O)N)C=CC1C#N